C(CCCCCCCCCCCCCCC)N HexadecaneAmine